4-{5-chloro-4-pyrazolo[1,5-a]pyridin-3-ylpyrimidin-2-yl}-N1-(2-dimethylaminoethyl)-N1-methyl-5-trifluoromethoxybenzene-1,2,4-triamine ClC=1C(=NC(=NC1)C1(CC(=C(C=C1OC(F)(F)F)N(C)CCN(C)C)N)N)C=1C=NN2C1C=CC=C2